2-(tert-Butyl) 1-methyl (1R*,3aS*,4S*,7R*,7aR*)-octahydro-2H-4,7-ethanoisoindole-1,2-dicarboxylate [C@H]1(N(C[C@H]2C3CCC([C@@H]12)CC3)C(=O)OC(C)(C)C)C(=O)OC |o1:0,3,8|